(R)-N-(1-(3-((5-cyanopyrimidin-2-yl)amino)pyrrolidin-1-yl)-3-(1-methyl-1,2,3,6-tetrahydropyridin-4-yl)isoquinolin-6-yl)-N-methylacrylamide C(#N)C=1C=NC(=NC1)N[C@H]1CN(CC1)C1=NC(=CC2=CC(=CC=C12)N(C(C=C)=O)C)C=1CCN(CC1)C